FC=1C=C(C=CC1F)C=1N=C(NC1C=1C=CC2=C(N(C=N2)C)C1)C 6-(4-(3,4-Difluorophenyl)-2-methyl-1H-imidazol-5-yl)-1-methyl-1H-benzo[d]imidazole